OC1=C2C(=CC3(C(N(C4=CC=CC=C34)C)=O)C2=CC=C1)C1=C(C=CC=C1)O 4-hydroxy-3-(2-hydroxyphenyl)-1'-methyl-spiro[indene-1,3'-indoline]-2'-one